C(S(=O)(=O)[O-])S(=O)(=O)[O-].C(C)(C)(C)C1=CC=C(C=C1)[IH+].C(C)(C)(C)C1=CC=C(C=C1)[IH+] bis(4-t-butylphenyl-iodonium) methanedisulfonate